[Br-].C(C)OP(=O)(OCC)CCC[N+](CCCCCC(=O)NCCC[Si](O[Si](C)(C)C)(O[Si](C)(C)C)O[Si](C)(C)C)(C)C N-(3-(diethoxyphosphoryl)propyl)-6-((3-(1,1,1,5,5,5-hexamethyl-3-((trimethylsilyl)oxy)trisiloxan-3-yl)propyl)amino)-N,N-dimethyl-6-oxohexan-1-aminium bromide